C1(NC=CC2=CC=NC=C12)=O 2,7-naphthyridin-1(2H)-one